BrC1=CN=C(S1)C(=O)N1CCN(CC1)CC (5-Bromothiazol-2-yl)(4-ethylpiperazin-1-yl)methanone